4-acetyl-6-chloro-1,5-naphthyridine-3-amine C(C)(=O)C1=C(C=NC2=CC=C(N=C12)Cl)N